C1(CC=CC=C1)C=CC(=O)O (2H)-3-phenylprop-2-enoic acid